ClC1=CC(=C(C=C1)[C@H](CC)C=1C=NN(C1)C)C#N (1S,2S)-1-(4-chloro-2-cyanophenyl)-1-(1-methyl-1H-pyrazol-4-yl)propan